tert-butyl (2R,4S)-4-{3-bromo-5-[(tert-butoxycarbonyl)(ethyl)amino]-4-cyanopyrazol-1-yl}-2-(methoxymethyl)pyrrolidine-1-carboxylate BrC1=NN(C(=C1C#N)N(CC)C(=O)OC(C)(C)C)[C@H]1C[C@@H](N(C1)C(=O)OC(C)(C)C)COC